[Se](C=1C=CC2=C(C=C(C(O2)=O)C(C)NNC=2SC=C(N2)C2=CC(=CC=C2)O)C1)C=1C=CC2=C(C=C(C(O2)=O)C(C)NNC=2SC=C(N2)C2=CC(=CC=C2)O)C1 6,6'-selenobis(3-(1-(2-(4-(3-hydroxyphenyl)thiazol-2-yl)hydrazino)ethyl)-2H-benzopyran-2-one)